FC1=C(C=CC(=C1)F)C1=C(C(=CN1S(=O)(=O)C1=CC(=CC=C1)F)CNC)OC 1-{5-(2,4-difluorophenyl)-1-[(3-fluorophenyl)sulfonyl]-4-methoxy-1H-pyrrol-3-yl}-N-methyl-methylamine